ClC1=CC(=NC(=C1O)Cl)C(=O)NC1=C2C(N(C(=NC2=C(C=C1)F)C([2H])([2H])[2H])CC1=C(C=CC=C1)C(F)(F)F)=O 4,6-dichloro-N-(8-fluoro-2-(methyl-d3)-4-oxo-3-(2-(trifluoromethyl)benzyl)-3,4-dihydroquinazolin-5-yl)-5-hydroxypicolinamide